5-Amino-4-nitro-3-azido-1H-pyrazole NC1=C(C(=NN1)N=[N+]=[N-])[N+](=O)[O-]